Cl.NC1CCN(CC1)C(C)=O 1-(4-aminopiperidin-1-yl)ethanone hydrochloride salt